FC(C(=O)O)(F)F.ClC=1C=C(C=CC1C(=O)N1CCC(CC1)C(NNC1CCN(CC1)C)=O)NC(=O)C=1N(C(=CN1)C1=C(C(=C(C=C1)OCF)F)F)C N-[3-chloro-4-[4-[[(1-methyl-4-piperidyl)amino]carbamoyl]piperidine-1-carbonyl]phenyl]-5-[2,3-difluoro-4-(fluoromethoxy)phenyl]-1-methyl-imidazole-2-carboxamide trifluoroacetate